(4-fluorophenoxy)-2,2-dimethylpentanoic acid FC1=CC=C(OC(C(C(=O)O)(C)C)CC)C=C1